(R)-(+)-1,1'-binaphthol C=1(C(=CC=C2C=CC=CC12)O)C1=CC=CC2=CC=CC=C12